4-trifluoromethylsulfonyl-phenyl thiol FC(S(=O)(=O)C1=CC=C(C=C1)S)(F)F